BrC1=CC=C(C=C1)[C@]1(NC(N(C1=O)[C@H](CO)C1=CC(=C(C=C1)Cl)N1N=CN=C1C(F)F)=NC(OCC1=CC=CC=C1)=O)CC(C)(C)C#N benzyl ((R)-4-(4-bromophenyl)-1-((S)-1-(4-chloro-3-(5-(difluoromethyl)-1H-1,2,4-triazol-1-yl)phenyl)-2-hydroxyethyl)-4-(2-cyano-2-methylpropyl)-5-oxoimidazolidin-2-ylidene)carbamate